tin silicon germanium tin bismuth [Bi].[Sn].[Ge].[Si].[Sn]